[Sn].[Ge].[Mg].NCC(CC(CCNCC(CN1CCN(CC1)CC(CNCCC(CCCCC\C=C/CCCCCCCC)CC(CN)O)O)O)CCCCC\C=C/CCCCCCCC)O 1,4-bis[(3-(3-amino-2-hydroxypropyl)-oleylamino)2-hydroxypropyl]piperazine magnesium-germanium-tin